C[C+]=N[O-] The molecule is the nitrile oxide resulting from the oxidation of the nitrogen atom of acetonitrile. It derives from an acetonitrile.